2-(hydroxymethyl)-5-nitro-benzenesulfonic acid sodium salt [Na+].OCC1=C(C=C(C=C1)[N+](=O)[O-])S(=O)(=O)[O-]